COC1=C(C=CC(=C1)OC)NC(\C=C\C1=C(C=CC=C1)C(F)(F)F)=O (E)-N-(2,4-Dimethoxyphenyl)-3-(2-trifluoromethylphenyl)acrylamide